C1(CCCCC1)NC(COC1=CC(=C(C(=C1)Cl)CC1=CC(=C(C=C1)O)C(C)C)Cl)=O N-cyclohexyl-2-(3,5-dichloro-4-(4-hydroxy-3-isopropylbenzyl)phenoxy)acetamide